BrC1=CC=C(C=C1)C(C)(C)C=1N=C(SC1C)NC(=O)NCC1=CC=C(C=C1)N1CCNCC1 1-(4-(2-(4-bromophenyl)-propan-2-yl)-5-methyl-thiazol-2-yl)-3-(4-(piperazin-1-yl)benzyl)urea